methyl 1-C-(4-chloro-3-((4-ethoxyphenyl) methyl) phenyl)-alpha-D-glucopyranoside ClC1=C(C=C(C=C1)[C@@]1(OC)[C@H](O)[C@@H](O)[C@H](O)[C@H](O1)CO)CC1=CC=C(C=C1)OCC